[N+](=O)([O-])C1=CC=C(C=N1)N1CC2(C1)CNC2 2-(6-nitro-3-pyridyl)-2,6-diazaspiro[3.3]heptane